CC1=CC=CC(=N1)C1=C(N=CN1)C=1C=C2C=C(C=NC2=CC1)NCCN1CCC(CC1)C(=O)O[C@H]1CN(CC1)C (R)-1-methylpyrrolidin-3-yl 1-(2-((6-(5-(6-methylpyridin-2-yl)-1H-imidazol-4-yl)quinolin-3-yl)amino)ethyl)piperidine-4-carboxylate